C(C)(C)(C)OC(=O)N1C[C@@H](C[C@@H](C1)O)O |r| Racemic-(3R,5S)-3,5-dihydroxypiperidine-1-carboxylic acid tert-butyl ester